piperidin-1-carboxylat N1(CCCCC1)C(=O)[O-]